C(#N)N=C(NC1=CC(=C(C(=C1)OC)OC)OC)NCCCN1C=NC=C1C 2-Cyano(3,4,5-trimethoxyphenyl)-3-(3-(5-methyl-1H-imidazol-1-yl)propyl)guanidin